BrC=1C(=NNC1C)[C@@H](CCN1CC(C1)(F)F)O |r| (rac)-1-(4-bromo-5-methyl-1H-pyrazol-3-yl)-3-(3,3-difluoroazetidin-1-yl)propan-1-ol